N-(2-Chloro-6-fluorophenyl)-6-(4-ethyl-3-(hydroxymethyl)-5-oxo-4,5-dihydro-1H-1,2,4-triazol-1-yl)-5-fluoro-2-(2,2,3,3-tetrafluorocyclobutoxy)nicotinamide ClC1=C(C(=CC=C1)F)NC(C1=C(N=C(C(=C1)F)N1N=C(N(C1=O)CC)CO)OC1C(C(C1)(F)F)(F)F)=O